BrC1=CC=C(C2=C1NC=N2)C(=O)N2CCC=1N(N=C3CCN(C[C@@H]2C13)C(C=C)=O)C1=CC=C(C=C1)C(C)C |o1:23| (S or R)-1-(5-(7-bromo-1H-benzo[d]imidazole-4-carbonyl)-2-(4-isopropylphenyl)-2,3,4,5,5a,6,8,9-octahydro-7H-1,2,5,7-tetraazabenzo[cd]azulen-7-yl)prop-2-en-1-one